(7R,14R)-1-(difluoromethoxy)-6-(methyl-d3)-11-((1-(oxetan-3-yl)pyrrolidin-3-yl)ethynyl)-6,7-dihydro-7,14-methanobenzo[f]benzo[4,5]imidazo[1,2-a][1,4]diazocin-5(14H)-one FC(OC1=CC=CC=2C(N([C@H]3C=4N([C@@H](C21)C3)C3=C(N4)C=CC(=C3)C#CC3CN(CC3)C3COC3)C([2H])([2H])[2H])=O)F